C(C(C)C)(=O)OOOC(C)(C)CC tert-amylperoxy isobutyrate